carbamoylthiocarbamate C(N)(=O)NC([O-])=S